[Cl-].[Cl-].CC=1C(C2=CC=CC(=C2C1)C1=CC=C(C=C1)C(C)(C)C)[Zr+2] (2-methyl-4-(4-tert-butyl-phenyl)indenyl)zirconium dichloride